C(#N)C1=CC(=C(COC2=CC=CC(=N2)C2=CC(=C(C=C2)CC(=O)O)F)C=C1)F 2-(4-(6-((4-Cyano-2-fluorobenzyl)oxy)pyridin-2-yl)-2-fluorophenyl)acetic acid